C(CCCCCCC)(=O)O[C@@]1(CC[C@@]2([C@H]3CC[C@@]4([C@H](CC[C@H]4[C@@H]3CC[C@H]2C1)C(C)=O)C)C)C [(3R,5S,8R,9S,10S,13S,14S,17S)-17-acetyl-3,10,13-trimethyl-1,2,4,5,6,7,8,9,11,12,14,15,16,17-tetradecahydrocyclopenta[a]phenanthren-3-yl] octanoate